C1(CCCC1)CC=1N=NN(C1)CC1=C(N=NN1C)C1=CC=C(C(=N1)C#N)O[C@@H]1C[C@H](CCC1)C(=O)O (1S,3S)-3-((6-(5-((4-(cyclopentyl-methyl)-1H-1,2,3-triazol-1-yl)methyl)-1-methyl-1H-1,2,3-triazol-4-yl)-2-cyanopyridin-3-yl)oxy)cyclohexane-1-carboxylic acid